aminochromium aluminum [Al].N[Cr]